myristyl arachidate C(CCCCCCCCCCCCCCCCCCC)(=O)OCCCCCCCCCCCCCC